hex-(2E)-enoyl-CoA C(\C=C\CCC)(=O)SCCNC(CCNC([C@@H](C(COP(OP(OC[C@@H]1[C@H]([C@H]([C@@H](O1)N1C=NC=2C(N)=NC=NC12)O)OP(=O)(O)O)(=O)O)(=O)O)(C)C)O)=O)=O